8-[[(3R,4R)-1-(4-chloro-2,6-difluorophenyl)-3,4-dihydroxypiperidin-4-yl]methoxy]-4-methyl-1H-quinoxaline-2,3-dione ClC1=CC(=C(C(=C1)F)N1C[C@H]([C@](CC1)(O)COC=1C=CC=C2N(C(C(NC12)=O)=O)C)O)F